tert-butyl (R)-4-methylcyclohex-3-ylcarbamate CC1[C@@H](CCCC1)NC(OC(C)(C)C)=O